C(#N)[C@H]1N(CCC1)C(CN(C(OC(C)(C)C)=O)C12CC3(C[C@@H](CC(C1)C3)C2)OCCO)=O tert-butyl (2-((S)-2-cyanopyrrolidin-1-yl)-2-oxoethyl)((1S,3R,5S)-3-(2-hydroxyethoxy)adamantan-1-yl)carbamate